Tetrahydro-pyran-4-carboxylic acid 7-[4-(4-benzo[b]thiophen-4-ylpiperazin-1-yl)butoxy]-4,4-dimethyl-2-oxo-3,4-dihydro-2H-quinolin-1-ylmethyl ester S1C2=C(C=C1)C(=CC=C2)N2CCN(CC2)CCCCOC2=CC=C1C(CC(N(C1=C2)COC(=O)C2CCOCC2)=O)(C)C